C(C)(C)(C)OC(=O)N1C[C@@H]2N(CC1)C(N(C2)C21CC(C2)(C1)C(=O)OC)=O (R)-2-(3-(methoxycarbonyl)bicyclo[1.1.1]Pentane-1-yl)-3-oxohexahydroimidazo[1,5-a]Pyrazine-7(1H)-carboxylic acid tert-butyl ester